2,5,7,13,16-pentaazaheptadecane-1,4,8-tricarboxylic acid C(NCC(NCNC(CCCCNCCNC)C(=O)O)C(=O)O)C(=O)O